N1(CCNCC1)CCCN (3-(piperazin-1-yl)propyl)amine